Dimethyl-bipyridone CC=1C(C(C(=NC1)C1=NC=CC=C1)=O)C